(S)-4-(4-(((2-amino-4-hydroxypteridin-6-yl)methyl)amino)benzamido)-5-(tert-butoxy)-5-oxopentanoic acid NC1=NC2=NC=C(N=C2C(=N1)O)CNC1=CC=C(C(=O)N[C@@H](CCC(=O)O)C(=O)OC(C)(C)C)C=C1